N-(5-cyanopyridin-3-yl)-1-(naphthalen-1-yl)-5-(trifluoromethyl)-1H-pyrazole-4-carboxamide C(#N)C=1C=C(C=NC1)NC(=O)C=1C=NN(C1C(F)(F)F)C1=CC=CC2=CC=CC=C12